2-(5-carboxy-1H-pyrrole-2-carboxamido)benzo[d]thiazole-6-carboxylic acid C(=O)(O)C1=CC=C(N1)C(=O)NC=1SC2=C(N1)C=CC(=C2)C(=O)O